2-[4-[[(1R,3S)-3-[tert-butyl(dimethyl)silyl]oxycyclohexyl]amino]pyrido[3,4-d]pyridazin-1-yl]-5-(trifluoromethyl)phenol [Si](C)(C)(C(C)(C)C)O[C@@H]1C[C@@H](CCC1)NC=1N=NC(=C2C1C=NC=C2)C2=C(C=C(C=C2)C(F)(F)F)O